NC=1C=C2C=NN(C2=C(C1)C#N)C 5-amino-1-methyl-indazole-7-carbonitrile